[13C](C(=O)C)(=O)O.CC(C)(C)S(=O)N=CC1=NC(=CC=C1)C1=CC=CC=C1 2-methyl-N-((6-phenylpyridin-2-yl)methylene)propane-2-sulfinamide [1-13C]Pyruvate